5-[2-(4-Chloro-3-trifluoromethoxy-phenylamino)-5-methyl-pyrimidin-4-ylamino]-3H-benzooxazol-2-one ClC1=C(C=C(C=C1)NC1=NC=C(C(=N1)NC=1C=CC2=C(NC(O2)=O)C1)C)OC(F)(F)F